N-(4-(2-(4-fluorophenyl)-4,5,6,7-tetrahydropyrazolo[1,5-a]pyrazin-3-yl)pyridin-2-yl)acetamide FC1=CC=C(C=C1)C1=NN2C(CNCC2)=C1C1=CC(=NC=C1)NC(C)=O